C(C(C)C)C=1C=C(C(=O)OCCCCCCCCCCCCCCCC)C=C(C1O)CC(C)C cetyl 3,5-diisobutyl-4-hydroxybenzoate